BrC1=CC=C(C=C1)[C@@H]1[C@@H]2CN(C[C@H]([C@H](CN2[C@@H]1CNC(C)C)O)O)C(=O)NC1=CC=C(C=C1)OC (3S,4R,8R,9S,10S)-9-(4-bromophenyl)-3,4-dihydroxy-10-[(isopropylamino)methyl]-N-(4-methoxyphenyl)-1,6-diazabicyclo[6.2.0]decane-6-carboxamide